(1R,3s,5S)-N-(6-(7-(1H-pyrazol-4-yl)-1H-indazol-4-yl)pyridazin-3-yl)-N-methyl-8-azabicyclo[3.2.1]octan-3-amine N1N=CC(=C1)C=1C=CC(=C2C=NNC12)C1=CC=C(N=N1)N(C1C[C@H]2CC[C@@H](C1)N2)C